ClC=1C(=CC(=NC1)OC)[C@H](C(=O)N1CC2(CC2)[C@@H](C1)NC1=NC(=C(C=C1)C1=NN(C(=N1)C)C)C)C (2R)-2-(5-chloro-2-methoxypyridin-4-yl)-1-[(7S)-7-{[5-(1,5-dimethyl-1H-1,2,4-triazol-3-yl)-6-methylpyridin-2-yl]amino}-5-azaspiro[2.4]heptane-5-yl]propan-1-one